COC1=CC=C(C(=O)NC=2C=NC=CC2)C=C1 4-methoxy-N-(pyridin-3-yl)benzamide